2-[2-(2-thienyl)ethynyl]benzamide S1C(=CC=C1)C#CC1=C(C(=O)N)C=CC=C1